O=C1CCC(CC1)C(C)NC(OCC1C2=CC=CC=C2C=2C=CC=CC12)=O (9H-fluoren-9-yl)methyl (1-(4-oxocyclohexyl)ethyl)carbamate